BrC1=CC=CC=2C3=C(OC21)C(=CC=C3)N3C2=CC=CC=C2C=2C=CC=CC32 9-(6-Bromo-4-dibenzofuranyl)-9H-carbazole